ClC1=C(C=CC(=C1)Cl)[C@@H](C)NC1=NC(=NC2=NC=CN=C12)N1CC(C1)[C@@H]1CN(CCC1)CCO 2-[(3R)-3-[1-(4-{[(1R)-1-(2,4-dichlorophenyl)ethyl]amino}pteridin-2-yl)azetidin-3-yl]piperidin-1-yl]ethanol